C(N)(=O)C=1C(=NN2C1NCCC21CC(C1)C(=O)O)C1=CC=C2C=CC(=NC2=C1)C1=CC=CC=C1 3'-Carbamoyl-2'-(2-phenylquinolin-7-yl)-5',6'-dihydro-4'H-spiro[cyclobutane-1,7'-pyrazolo[1,5-a]pyrimidine]-3-carboxylic acid